FC=1C=C(C=C(C1OC1=CC=NC2=CC(=C(C=C12)OCCO)OC)F)C=1C(=C(C(=NC1)F)C(=O)N)OCC(F)F (3,5-difluoro-4-((6-(2-hydroxyethoxy)-7-methoxyquinolin-4-yl)oxy)phenyl)-4-(2,2-difluoroethoxy)-2-fluoropyridine-3-carboxamide